2-[[4-[4-methyl-1-piperazinyl]-6-[[N-[(3,4,5-trimethoxyphenyl)methyl]]-N-(methyl)amino]-2-pyrimidinyl]amino]-4-methyl-5-thiazolecarboxylic acid CN1CCN(CC1)C1=NC(=NC(=C1)N(C)CC1=CC(=C(C(=C1)OC)OC)OC)NC=1SC(=C(N1)C)C(=O)O